(2R)-2-amino-1-(3-cyclopropylpyrrolidin-1-yl)-3-(2,4-dichlorophenyl)propan-1-one N[C@@H](C(=O)N1CC(CC1)C1CC1)CC1=C(C=C(C=C1)Cl)Cl